FC1=C(C(=O)Cl)C=CC(=C1)C=1N=NN(C1)C 2-fluoro-4-(1-methyltriazol-4-yl)benzoylchloride